N,N-dimethylanilinium pentafluorophenoxytri(pentafluorophenyl)borate FC1=C(C(=C(C(=C1O[B-](C1=C(C(=C(C(=C1F)F)F)F)F)(C1=C(C(=C(C(=C1F)F)F)F)F)C1=C(C(=C(C(=C1F)F)F)F)F)F)F)F)F.C[NH+](C1=CC=CC=C1)C